C(C)OC=1C=CC(=NC1OC)C1=NOC(=N1)C1CCN(CC1)C(CN1C(C2=CC=CC=C2C1)=O)=O 2-(2-(4-(3-(5-ethoxy-6-methoxypyridin-2-yl)-1,2,4-oxadiazol-5-yl)piperidin-1-yl)-2-oxoethyl)isoindolin-1-one